tert-butyl (R)-3-(3-bromo-5-chlorophenyl)piperazine-1-carboxylate BrC=1C=C(C=C(C1)Cl)[C@@H]1CN(CCN1)C(=O)OC(C)(C)C